C(C)(C)(C)CC(=O)OOC(COCCCCCCCCCCCCCCCC)COCCCCCCCCCCCCCCCC 1,3-bis-O-(hexadecyl)glycerol tert-butyl-peroxyacetate